N-(2-chloro-4-(pentafluoro-λ6-sulfanyl)phenyl)acetamide ClC1=C(C=CC(=C1)S(F)(F)(F)(F)F)NC(C)=O